C(=O)(OC(C)(C)C)N[C@@H]1CC[C@H](CC1)N 1-N-Boc-trans-1,4-cyclohexanediamine